S([O-])(O)(=O)=O.C(CCCCCCCCCCC)[N+](C)(C)CCCCCCCCCCC dodecylundecyldimethylammonium bisulfate